N-(4-(10H-phenothiazin-10-yl)phenyl)acrylamide C1=CC=CC=2SC3=CC=CC=C3N(C12)C1=CC=C(C=C1)NC(C=C)=O